C(C)OC(C(CC=1N=NC(=CC1)Cl)N=C(C1=CC=CC=C1)C1=CC=CC=C1)=O 3-(6-chloropyridazin-3-yl)-2-((diphenylmethylene)amino)propionic acid ethyl ester